7-((6-((dimethyl-amino)methyl)-4-(tetrahydrofuran-2-yl)pyridin-2-yl)amino)-4-(7-fluoro-imidazo[1,2-a]pyridin-3-yl)isoindolin-1-one Formate salt C(=O)O.CN(C)CC1=CC(=CC(=N1)NC=1C=CC(=C2CNC(C12)=O)C1=CN=C2N1C=CC(=C2)F)C2OCCC2